1-(3-(((3aR,4R,6R,6aR)-6-(4-chloro-7H-pyrrolo[2,3-d]pyrimidin-7-yl)-2,2,3a-trimethyltetrahydrofuro[3,4-d][1,3]dioxol-4-yl)methoxy)phenyl)urea ClC=1C2=C(N=CN1)N(C=C2)[C@@H]2O[C@@H]([C@@]1([C@H]2OC(O1)(C)C)C)COC=1C=C(C=CC1)NC(=O)N